C(CCCCCCCCCCCCCCCCC)NCCC(=O)O N-stearyl-β-alanine